Furanylurea O1C(=CC=C1)NC(=O)N